FC(OC=1C=C(C=CC1)C(C)NC(=O)NC1CC2(CC2)C1)F 1-[1-(3-Difluoromethoxy-phenyl)-ethyl]-3-spiro[2.3]hex-5-yl-urea